4-(1-(4-oxopent-2-enoyl)pyrrolidin-3-yl)quinazoline O=C(C=CC(=O)N1CC(CC1)C1=NC=NC2=CC=CC=C12)C